FC1=CC2=C(NC([C@H](CS2)NC(OC(C)(C)C)=O)=O)C=C1C=1OC(=NN1)C(C)(S(=O)(=O)C)C tert-butyl N-[(3R)-8-fluoro-7-[5-(1-methyl-1-methylsulfonyl-ethyl)-1,3,4-oxadiazol-2-yl]-4-oxo-3,5-dihydro-2H-1,5-benzothiazepin-3-yl]carbamate